C(C)SC(CC=O)C beta-ethylmercapto-butyraldehyde